tert-butyl 3-(hydroxymethyl)-3-(methoxy-d3)pyrrolidine-1-carboxylate OCC1(CN(CC1)C(=O)OC(C)(C)C)OC([2H])([2H])[2H]